N-methyl-2-(2-methyl-2H-tetrazol-5-yl)ethan-1-amine CNCCC=1N=NN(N1)C